1-(2-(3-(hydroxyamino)-3-oxoprop-1-en-1-yl)phenyl)piperidin ONC(C=CC1=C(C=CC=C1)N1CCCCC1)=O